The molecule is a dihydroceramide in which the ceramide N-acyl group is specified as octadecanoyl (stearoyl). It has a role as a mouse metabolite. It is a N-acylsphinganine and a N-stearoyl-sphingoid base. It derives from an octadecanoic acid. CCCCCCCCCCCCCCCCCC(=O)N[C@@H](CO)[C@@H](CCCCCCCCCCCCCCC)O